BrC=1C(=NNC1)C 4-bromo-3-methyl-pyrazole